2,3,5,6-tetrafluoro-4-(1,1,1,3,3,3-hexafluoro-2-hydroxypropan-2-yl)phenol FC1=C(C(=C(C(=C1F)C(C(F)(F)F)(C(F)(F)F)O)F)F)O